ethyl 2-ethoxy-4-oxo-4,5-dihydrofuran-3-carboxylate C(C)OC=1OCC(C1C(=O)OCC)=O